7-bromo-1-ethylquinolin-2(1H)-one BrC1=CC=C2C=CC(N(C2=C1)CC)=O